6-(4,3',5'-trimethylbiphenyl-2-yl)pyridine CC1=CC(=C(C=C1)C1=CC(=CC(=C1)C)C)C1=CC=CC=N1